ClC=1C=C2C=C(C=NC2=CN1)N 6-chloro-1,7-naphthyridin-3-amine